F[C@@H]1CNCC[C@H]1N1N=C(C=2C1=NC=NC2N)C2=CC=C(C=C2)OC2=CC=CC=C2 trans-1-(3-fluoropiperidin-4-yl)-3-(4-phenoxyphenyl)-1H-pyrazolo[3,4-d]pyrimidin-4-amine